NC=1C=2N(C3=CC(=CC=C3N1)C(=O)O)N=NN2 4-aminotetrazolo[1,5-a]quinoxaline-8-carboxylic acid